(S)-9-bromo-8-chloro-4-methyl-2-((2-methylenetetrahydro-1H-pyrrolizin-7a(5H)-yl)methoxy)-5,6-dihydro-4H-[1,4]oxazepino[5,6,7-de]quinazoline BrC=1C(=C2C=3C(=NC(=NC3C1)OC[C@]13CCCN3CC(C1)=C)N(CCO2)C)Cl